2-(((cis)-4-(tert-butyloxycarbonyl)-6,6-difluorohexahydro-1H-pyrrolo[3,2-c]isoxazol-1-yl)methyl)butanoic acid C(C)(C)(C)OC(=O)N1CC([C@@H]2N(OC[C@@H]21)CC(C(=O)O)CC)(F)F